6-(3-(6,7-dihydropyrazolo[1,5-a]pyrimidin-4(5H)-yl-5,5,6,6,7,7-d6)-7,8-dihydro-1,6-naphthyridin-6(5H)-yl)-5-methylpyridazine-3-carbonitrile N1=CC=C2N1C(C(C(N2C=2C=NC=1CCN(CC1C2)C2=C(C=C(N=N2)C#N)C)([2H])[2H])([2H])[2H])([2H])[2H]